(1S,2S)-N-(5-(7-(ethyl-(methyl)amino)-6-fluoro-5-methyl-1H-indazol-4-yl)pyrazolo[1,5-a]pyridin-2-yl)-2-fluorocyclopropane-1-carboxamide C(C)N(C=1C(=C(C(=C2C=NNC12)C1=CC=2N(C=C1)N=C(C2)NC(=O)[C@H]2[C@H](C2)F)C)F)C